1-(2-cyclopropyl-4-(1-(2,6-dichlorophenyl)azetidin-3-yl)-6-methylbenzyl)piperidine-4-carboxylic acid, formic acid salt C(=O)O.C1(CC1)C1=C(CN2CCC(CC2)C(=O)O)C(=CC(=C1)C1CN(C1)C1=C(C=CC=C1Cl)Cl)C